(4-(allyloxy)quinolin-2-yl)methanol C(C=C)OC1=CC(=NC2=CC=CC=C12)CO